BrC1=C(C=CC=C1)C1=C(OC2=C1C=CC=C2)CC(F)(F)F 3-(2-bromophenyl)-2-(2,2,2-trifluoroethyl)benzofuran